COC(C1=C(C=CC=C1)C1=NOC(=N1)C12OCC(CC1)(CC2)OCC=2C(=NOC2C2CC2)C2=C(C=CC=C2Cl)Cl)=O (5-(4-((5-cyclopropyl-3-(2,6-dichlorophenyl)isoxazol-4-yl)methoxy)-2-oxabicyclo[2.2.2]oct-1-yl)-1,2,4-oxadiazol-3-yl)benzoic acid methyl ester